N1(CCCC1)S(=O)(=O)C1=CC=C(C2=C1N=C(O2)N2CC1N(C(C2)C1)C(=O)OC(C)(C)C)C=1SC=CN1 tert-Butyl 3-(4-(pyrrolidin-1-ylsulfonyl)-7-(thiazol-2-yl)benzo[d]oxazol-2-yl)-3,6-diazabicyclo[3.1.1]heptane-6-carboxylate